5-methyl-2-tetrahydropyran-2-yl-piperidine CC1CCC(NC1)C1OCCCC1